COC12CCC(CC1)(CC2)CO (4-methoxybicyclo[2.2.2]octane-1-yl)methanol